N=1NN=NC1C(C(=O)O)CC(=O)O 2-(2H-tetrazol-5-yl)butanedioic acid